(1S,3S)-2,2-dimethyl-3-[5-(propan-2-yl)-1,3-thiazol-2-yl]Cyclopropyl-benzenesulfonamide CC1([C@H]([C@@H]1C=1SC(=CN1)C(C)C)C1=C(C=CC=C1)S(=O)(=O)N)C